(dimethylcarbamoyl)-2-azaspiro[3.3]heptan CN(C(=O)C1NCC12CCC2)C